BrC1S(C2=C(C1)C=CC=C2Cl)(=O)=O bromo-7-chloro-2,3-dihydro-1λ6-benzothiophene-1,1-dione